C1(=CC=CC=C1)C1=C(C=C(C=C1)C1=CC=CC=C1)C1=CC=C(C=C1)N(C=1C2=CC=CC=C2C=2C=CC=CC2C1)C1=CC=C(C=C1)C1=CC2=CC=CC=C2C=C1 (2',5'-diphenyl-biphenyl-4-yl)-(4-naphthalen-2-yl-phenyl)-phenanthrene-9-yl-amine